2'-chloro-6',7'-dihydrospiro[cyclobutane-1,8'-cyclopenta[e]pyrazolo[1,5-a]pyrimidine]-6'-carboxylic acid ClC1=NN2C(N=CC3=C2C2(CC3C(=O)O)CCC2)=C1